3-[(4-methylpiperazin-1-yl)methyl]-5-(trifluoromethyl)benzoic acid methyl ester COC(C1=CC(=CC(=C1)C(F)(F)F)CN1CCN(CC1)C)=O